((3R,6R)-1-methyl-6-(trifluoromethyl)piperidin-3-yl)-4-azaspiro[2.5]octane-7-carboxamide CN1C[C@H](CC[C@@H]1C(F)(F)F)C1CC12NCCC(C2)C(=O)N